C(C)N(CCCN1N=CC(=C1)NC1=NC=C(C(=N1)N1OCCC1C1=CC=CC=C1)C(F)(F)F)CC N-(1-(3-(diethylamino)propyl)-1H-pyrazol-4-yl)-4-(3-phenylisoxazolidin-2-yl)-5-(trifluoromethyl)pyrimidin-2-amine